C(CC1=CC=C(C=C1)O)C(=O)N[C@@H](CC1=CC=C(C=C1)O)C(=O)O desaminotyrosyl-tyrosine